N-(4-Methoxypyridin-2-yl)-2-(1-methyl-1H-imidazol-2-yl)-5-(pyridin-2-yl)-6-(pyridin-3-yl)pyrrolo[2,1-f][1,2,4]triazin-4-amine COC1=CC(=NC=C1)NC1=NC(=NN2C1=C(C(=C2)C=2C=NC=CC2)C2=NC=CC=C2)C=2N(C=CN2)C